allyloxymethyl acrylate diphenylmethyl-acrylate C1(=CC=CC=C1)C(C1=CC=CC=C1)OC(C=C)=O.C(C=C)(=O)OCOCC=C